N1=CC=C(C=C1)C=NN1C2=NC=NC(=C2N=C1)N 9-((pyridin-4-ylmethylene)amino)-9H-purin-6-amine